N[C@@H]([C@@H](C)CC)C(=O)O (L)-Isoleucine